ClC1=C(NC=2SC=C(N2)C(CCC(=O)O)(CC)CC)C=CC=C1 4-[2-(2-CHLOROANILINO)THIAZOL-4-YL]-4-ETHYL-HEXANOIC ACID